COC1=NC=CC=C1B(O)O 2-methoxy-3-pyridineboronic acid